(S)-10-((6-oxo-4-(o-tolyl)pyrimidin-1(6H)-yl)methyl)-7-azaspiro[4.5]Decane-7-carboxylic acid tert-butyl ester C(C)(C)(C)OC(=O)N1CC2(CCCC2)[C@H](CC1)CN1C=NC(=CC1=O)C1=C(C=CC=C1)C